C([O-])([O-])=O.[Na+].C(C)(C)N1N=CC2=CC(=CC=C12)C1=CC[C@@H](CN1C(=O)OC(C)(C)C)C.[Na+] |r| tert-Butyl rac-(3S)-6-(1-isopropylindazol-5-yl)-3-methyl-3,4-dihydro-2H-pyridine-1-carboxylate Sodium carbonate